2-(6-Isopropylpyridin-3-yl)imidazo[1,2-a]pyridin-3-carbaldehyd C(C)(C)C1=CC=C(C=N1)C=1N=C2N(C=CC=C2)C1C=O